NC=1C2=C(N=CN1)N(C=C2C(=O)NC2=CC(=C(C=C2)COC)F)C2(CC2)C 4-amino-N-(3-fluoro-4-(methoxymethyl)phenyl)-7-(1-methylcyclopropyl)-7H-pyrrolo[2,3-d]pyrimidine-5-carboxamide